C(C1=CC=CC=C1)(C1=CC=CC=C1)N1C(C(N(C(C1([2H])[2H])([2H])[2H])C=1C=C2C(N(C(C2=CC1F)=O)C1C(NC(CC1)=O)=O)=O)([2H])[2H])([2H])[2H] 5-(4-Benzhydryl-piperazin-1-yl-2,2,3,3,5,5,6,6-d8)-2-(2,6-dioxopiperidin-3-yl)-6-fluoroisoindoline-1,3-dione